(E)-methyl 6-(4-bromothiophene-2-carboxamido)-7-(1-(2-(2-adamantylamino)-2-oxoethyl)-2-oxo-1,2-dihydropyridin-3-ylamino)-7-oxohept-2-enoate BrC=1C=C(SC1)C(=O)NC(CC/C=C/C(=O)OC)C(=O)NC=1C(N(C=CC1)CC(=O)NC1C2CC3CC(CC1C3)C2)=O